2-(3-((2S,6R)-2,6-dimethylmorpholine-4-carbonyl)-5,6-dihydrocyclopenta[c]pyrazol-1(4H)-yl)acetic acid C[C@H]1CN(C[C@H](O1)C)C(=O)C=1C2=C(N(N1)CC(=O)O)CCC2